C1(CC1)C1=C(C(=NO1)C1CCOCC1)CO[C@H]1[C@@H]2CN([C@H](C1)C2)C=2SC1=C(N2)C(=CC(=C1)C(=O)O)OC(F)(F)F 2-[(1S,4S,5R)-5-[[5-cyclopropyl-3-(oxan-4-yl)-1,2-oxazol-4-yl]methoxy]-2-azabicyclo[2.2.1]heptan-2-yl]-4-(trifluoromethoxy)-1,3-benzothiazole-6-carboxylic acid